1-(tetrahydro-2H-pyran-2-yl)-4-(1-(m-tolyl)-tert-butyl 1,2,3,6-tetrahydropyridin-4-yl)-1H-indazole-5-carboxylate O1C(CCCC1)N1N=CC2=C(C(=CC=C12)C(=O)[O-])C=1CC(N(CC1)C=1C=C(C=CC1)C)C(C)(C)C